CC(=CCCOC1=C(C=C(C=O)C=C1)OCC)CCC=C(C)C 4-((4,8-dimethylnona-3,7-dien-1-yl)oxy)-3-ethoxybenzaldehyde